4-[(2R)-3-(3,4-dihydro-1H-isoquinolin-2-yl)-2-hydroxy-propyl]-1-methyl-2,3-dihydro-1,4-benzodiazepine C1N(CCC2=CC=CC=C12)C[C@H](CN1CCN(C2=C(C1)C=CC=C2)C)O